C(C=C)(=O)N1C[C@@H]2N(C(C=3C=4N(N=NC4C(=C(C3)F)C3=CC=C(C=4SC(=C(C43)C#N)N)F)CC2)=O)CC1 (S)-4-((R)-9-Acryloyl-2-fluoro-12-oxo-7,7a,8,9,10,11-hexahydro-6H,12H-4,5,5a,9,11a-pentaazabenzo[5,6]cycloocta[1,2,3-cd]inden-3-yl)-2-amino-7-fluorobenzo[b]thiophene-3-carbonitrile